4-(1-(2-Fluorobenzoyl)-2,3-dihydro-1H-pyrrolo[2,3-c]pyridin-4-yl)benzonitrile FC1=C(C(=O)N2CCC=3C2=CN=CC3C3=CC=C(C#N)C=C3)C=CC=C1